1-(4-((2-iodo-1-(2,2,2-trifluoroethyl)-1H-indol-4-yl)amino)-2-methylpiperidin-1-yl)ethan-1-one IC=1N(C2=CC=CC(=C2C1)NC1CC(N(CC1)C(C)=O)C)CC(F)(F)F